(R)-6-bromo-N-(tetrahydro-2H-pyran-3-yl)-4-(trifluoromethyl)picolinamide BrC1=CC(=CC(=N1)C(=O)N[C@H]1COCCC1)C(F)(F)F